C(C)(C)(C)OC(=O)N1CCC2(CC1)CCC(CC2)N2C=NC1=CC=C(C=C1C2=O)OC2=C(C(=CC=C2F)NS(N(C)CC)(=O)=O)C#N.C(C(C)C)[Si](OC)(OC)C[Si](C)(C)C isobutyl-(trimethylsilylmethyl)dimethoxysilane tertbutyl-9-[6-[2-cyano-3-[[ethyl(methyl)sulfamoyl]amino]-6-fluoro-phenoxy]-4-oxo-quinazolin-3-yl]-3-azaspiro[5.5]undecane-3-carboxylate